(3R,6S)-6-[[(tert-butyldimethylsilyl)oxy]methyl]-5-methyl-N-(prop-2-en-1-yloxy)-1,2,3,6-tetrahydropyridin-3-amine [Si](C)(C)(C(C)(C)C)OC[C@@H]1C(=C[C@H](CN1)NOCC=C)C